N-(3-fluorobenzyl)-4-(4-methoxyphenyl)-7,7-dimethyl-5,6,7,8-tetrahydro-6,8-methanoquinazolin-2-amine FC=1C=C(CNC2=NC=3C4C(C(CC3C(=N2)C2=CC=C(C=C2)OC)C4)(C)C)C=CC1